(E)-4-(5-(3-((2-(3-carboxy-3-methylbutanoyl)-4-fluoro-6-methoxybenzo[b]thiophen-5-yl)oxy)propoxy)-4-fluoro-6-methoxybenzo[b]thiophen-2-yl)but-3-enoic acid C(=O)(O)C(CC(=O)C1=CC2=C(S1)C=C(C(=C2F)OCCCOC2=C(C1=C(SC(=C1)/C=C/CC(=O)O)C=C2OC)F)OC)(C)C